N-(3-((1s,3R)-3-(cyanomethyl)-1-(4-methyl-4H-1,2,4-triazol-3-yl)cyclobutyl)phenyl)-7-((((S)-1-cyclobutylethyl)amino)methyl)-1H-pyrrolo[3,2-b]pyridine-5-carboxamide C(#N)CC1CC(C1)(C1=NN=CN1C)C=1C=C(C=CC1)NC(=O)C1=CC(=C2C(=N1)C=CN2)CN[C@@H](C)C2CCC2